FC(S(=O)(=O)N(CCC[Si](C)(C)C)S(=O)(=O)C(F)(F)F)(F)F 1,1,1-trifluoro-N-((trifluoromethyl)sulfonyl)-N-(3-(trimethylsilyl)propyl)methanesulfonamide